F[C@@H]1CN(C[C@H]1F)C=1C=NC=C(C1)C#C 3-[(3R,4R)-3,4-difluoropyrrolidin-1-yl]-5-ethynyl-pyridine